(R)-3-((((9H-fluoren-9-yl)methoxy)carbonyl)amino)-5-methylhexanoic acid C1=CC=CC=2C3=CC=CC=C3C(C12)COC(=O)N[C@@H](CC(=O)O)CC(C)C